2-((4-bromo-3-chloro-3,4,4-trifluorobutyl)thio)thiazole BrC(C(CCSC=1SC=CN1)(F)Cl)(F)F